4,5-dichloro-2-[2-(hydroxymethyl)piperidin-4-yl]phenol ClC1=CC(=C(C=C1Cl)O)C1CC(NCC1)CO